3-[3-[4-(aminomethyl)phenyl]imidazo[4,5-b]pyridin-2-yl]pyridin-2-amine NCC1=CC=C(C=C1)N1C(=NC=2C1=NC=CC2)C=2C(=NC=CC2)N